C(C)(C)(C)N(C(=O)C=1C2=C(N(N1)C1=CSC=C1)C1=C(OC2)C=C(C(=C1)C1=NN(C=C1)C)OC)CCO[Si](C)(C)C(C)(C)C N-tert-butyl-N-(2-(tert-butyldimethylsilyloxy)ethyl)-7-methoxy-8-(1-methyl-1H-pyrazol-3-yl)-1-(thiophen-3-yl)-1,4-dihydrobenzopyrano[4,3-c]Pyrazole-3-carboxamide